2-methyl-4-(2,4,6-trimethoxyphenyl)but-3-en-2-ol CC(C)(C=CC1=C(C=C(C=C1OC)OC)OC)O